ClC1=C2C(=NN(C2=CC=C1)S(=O)(=O)C1=CC=C(C=C1)C)N1C2(CC2)CC(C1)(F)F 4-chloro-3-(6,6-difluoro-4-azaspiro[2.4]heptan-4-yl)-1-(p-tolylsulfonyl)indazole